(2R,5S)-5-[2-(4-chloro-3-fluorophenoxy)acetamido]-2-{5-[2-(trifluoromethoxy)ethoxy]-1,3,4-oxadiazol-2-yl}piperidine-1-carboxylic acid tert-butyl ester C(C)(C)(C)OC(=O)N1[C@H](CC[C@@H](C1)NC(COC1=CC(=C(C=C1)Cl)F)=O)C=1OC(=NN1)OCCOC(F)(F)F